Platinic chloride [Pt](Cl)(Cl)(Cl)Cl